[Cl-].C(C)(C)C1=C(C(=CC=C1)C(C)C)N1C=[N+](C=C1)C1=C(C=CC=C1C(C)C)C(C)C 1,3-bis(2,6-diisopropylphenyl)-1H-imidazol-3-ium chloride